2-[(5-Nitro-furan-2-ylmethylene)-amino]-benzamide [N+](=O)([O-])C1=CC=C(O1)C=NC1=C(C(=O)N)C=CC=C1